N=1C=C(N2N=CC=CC21)C#CC2=C(C(=O)NC1=CC(=CC(=C1)N1C=NC(=C1)C(F)(F)F)C(F)(F)F)C=CC(=C2)C (imidazo[1,2-b]pyridazin-3-ylethynyl)-4-methyl-N-(3-(trifluoromethyl)-5-(4-(trifluoromethyl)-1H-imidazol-1-yl)phenyl)benzamide